C(C)(C)OC=1C=NC(=NC1)C1=NSC(=N1)NC1=NC=CC=C1C 3-(5-isopropoxypyrimidin-2-yl)-N-(3-methylpyridin-2-yl)-1,2,4-thiadiazol-5-amine